(1-(oxetan-3-yl)-1H-indol-6-yl)methanone O1CC(C1)N1C=CC2=CC=C(C=C12)C=O